ClC=1C=C(C2=C(C(=NS2)N)C1)Cl 5,7-dichloro-1,2-benzothiazol-3-amine